thiazol-4-ylmethyl 4-(6-(2-morpholinoethyl)pyrazolo[1,5-a]pyrimidin-3-yl)piperidine-1-carboxylate O1CCN(CC1)CCC=1C=NC=2N(C1)N=CC2C2CCN(CC2)C(=O)OCC=2N=CSC2